8-(5-chloro-2-(isopropylamino)pyridin-4-yl)-2-(5-fluoro-2-(hydroxymethyl)benzyl)-4,4-bis(hydroxymethyl)-2,3,4,5-tetrahydro-1h-pyrrolo[1,2-a][1,4]diazepine-1-one ClC=1C(=CC(=NC1)NC(C)C)C=1C=C2N(CC(CN(C2=O)CC2=C(C=CC(=C2)F)CO)(CO)CO)C1